4-(3-((2-((2-(1-methylpiperidin-4-yl)-2H-1,2,3-triazol-4-yl)amino)-5-(trifluoromethyl)pyrimidin-4-yl)amino)propyl)-1,4-oxazepan-3-one CN1CCC(CC1)N1N=CC(=N1)NC1=NC=C(C(=N1)NCCCN1C(COCCC1)=O)C(F)(F)F